2-methylpent-3-enoic acid CC(C(=O)O)C=CC